1-(2-chloro-3,5-dihydroxyphenyl)-3-(4-methoxyphenyl)-(2E)-2-propen-1-one ClC1=C(C=C(C=C1O)O)C(\C=C\C1=CC=C(C=C1)OC)=O